1β,17β-dihydroxyandrost-4-en-3-one O[C@@H]1CC(C=C2CC[C@H]3[C@@H]4CC[C@@H]([C@@]4(C)CC[C@@H]3[C@@]12C)O)=O